C(C)(C)(C)OC(=O)N1C[C@H](CC1)N1C(N(C=2C1=NC=CC2)C=2C=NC(=CC2)C2=CC=C(C=C2)C(=O)OC)=O (S)-3-(1-(6-(4-(methoxycarbonyl)phenyl)pyridin-3-yl)-2-oxo-1,2-dihydro-3H-imidazo[4,5-b]pyridin-3-yl)pyrrolidine-1-carboxylic acid tert-butyl ester